C(C=C)(=O)OCCN 2-aminoethyl propenoate